NC1C[SH2]OC1 4-amino-1,2lambda4-oxathiolan